FC(C(=O)O)(F)F.N1=CC=C(C=C1)CN1CC2N(C(C3=C(NC2=O)C=CC(=C3)C3=CC(=CC=C3)C(F)(F)F)=O)CC1 2-(pyridin-4-ylmethyl)-8-(3-(trifluoromethyl)phenyl)-1,3,4,12a-tetrahydrobenzo[e]pyrazino[1,2-a][1,4]diazepine-6,12(2H,11H)-dione 2,2,2-trifluoroacetate